C(C1CO1)OCCCC1=C(C=CC=C1)[Si](C)(C)C (glycidoxy)propyl-trimethyl-phenyl-silane